FC(OC=1C=C(C=CC1)C1=NN(C=2C1=NC=C(C2)C(=O)NC2(CS(C2)(=O)=O)C)C2C(COCC2)C(F)(F)F)F 3-(3-(difluoromethoxy)phenyl)-N-(3-methyl-1,1-dioxidothietan-3-yl)-1-(3-(trifluoromethyl)tetrahydro-2H-pyran-4-yl)-1H-pyrazolo[4,3-b]pyridine-6-carboxamide